C1(CC1)C=1N(C(=C(N1)NC(OC(C)(C)C)=O)SCC)C tert-butyl N-(2-cyclopropyl-5-ethylsulfanyl-1-methyl-imidazol-4-yl)carbamate